ClC1=NC=C(C=O)C(=C1)NCCCN1CCCCC1 6-chloro-4-((3-(piperidin-1-yl)propyl)amino)nicotinaldehyde